[Pd+2].NC1=C(C=CC=C1)C1=CC=CC=C1 (2-amino-1,1-biphenyl) palladium (II)